ClC=1C=C(C=2N(N1)C=C(N2)O)C 6-chloro-8-methyl-imidazo[1,2-b]Pyridazin-2-ol